3-methyl-4-oxo-2,6,9-trioxa-3-azaundecan CN(OC)C(COCCOCC)=O